pyran-6-amine hydrochloride Cl.O1CC=CC=C1N